(5S)-2-{trans-3-[(1,2-benzothiazol-7-yl)oxy]cyclobutyl}-5-(3,5-difluorophenyl)-2,5,6,7-tetrahydro-3H-pyrrolo[2,1-c][1,2,4]triazol-3-one S1N=CC2=C1C(=CC=C2)O[C@@H]2C[C@H](C2)N2N=C1N(C2=O)[C@@H](CC1)C1=CC(=CC(=C1)F)F